C1(CC1)CS(=O)(=O)C1=NC=2N(C(N(C(C2N1CC)=O)C)=O)C 8-((cyclopropylmethyl)sulfonyl)-7-ethyl-1,3-dimethyl-1H-purine-2,6(3H,7H)-dione